8-chloro-5-[[2-[3-(6-fluoro-[1,2,4]triazolo[4,3-a]pyridin-7-yl)propyl]-2-azaspiro[3.3]heptan-6-yl]oxy]-2-methyl-phthalazin-1-one ClC=1C=CC(=C2C=NN(C(C12)=O)C)OC1CC2(CN(C2)CCCC2=CC=3N(C=C2F)C=NN3)C1